C(#C)[C@H]1CN(C[C@@H]1OC)C(=O)OC(C)(C)C tertbutyl (3S,4R)-3-ethynyl-4-methoxy-pyrrolidine-1-carboxylate